C(CCCCCCCCCCCCCCCCCCCCC)(=O)OC(CO)CO 2-behenoyl-rac-glycerol